3,3-dimethylpyrrolidine CC1(CNCC1)C